C(#N)C1=C(N=C(S1)NC1=C(N=C2SC(=CN21)C2CCN(CC2)C(=O)[O-])CC)C2=CC=C(C=C2)F 4-(5-((5-cyano-4-(4-fluorophenyl)thiazol-2-yl)amino)-6-ethylimidazo[2,1-b]thiazole-2-yl)piperidine-1-carboxylate